N-((4-(3-cyclopropyl-1,2,4-oxadiazol-5-yl)bicyclo[2.2.2]octan-1-yl)methyl)-N-(3-(4-(methoxymethyl)oxazol-2-yl)phenyl)tetrahydro-2H-pyran-4-carboxamide C1(CC1)C1=NOC(=N1)C12CCC(CC1)(CC2)CN(C(=O)C2CCOCC2)C2=CC(=CC=C2)C=2OC=C(N2)COC